(E)-6-(4,4-difluoroazepan-1-yl)-N'-(3,5-dimethoxybenzylidene)pyrazine-2-carbohydrazide FC1(CCN(CCC1)C1=CN=CC(=N1)C(=O)N/N=C/C1=CC(=CC(=C1)OC)OC)F